ClC1=C2N(C3=C1N=C(N=C3N3CCOC[C@](C3)(O)C)SC)C=CN=C2C2=C3C=NN(C3=CC(=C2C2CC2)Cl)C2OCCCC2 (6S)-4-(10-chloro-9-(6-chloro-5-cyclopropyl-1-(tetrahydro-2H-pyran-2-yl)-1H-indazol-4-yl)-2-(methylthio)pyrazino[1',2':1,5]pyrrolo[3,2-d]pyrimidin-4-yl)-6-methyl-1,4-oxazepan-6-ol